C(CCCCC)[B-](C1=CC=C(C=C1)C(C)(C)C)(C1=CC=C(C=C1)C(C)(C)C)C1=CC=C(C=C1)C(C)(C)C.C(CCC)N1C(=[N+](C=C1)C)C 1-butyl-2,3-dimethylimidazolium hexyl-tris(4-tert-butylphenyl)borate